N-(4-{[tert-butyl(dimethyl)silyl]oxy}phenyl)-1-methyl-5-[2-(tetrahydro-2H-pyran-2-yloxy)ethyl]-1H-pyrazol-4-amine [Si](C)(C)(C(C)(C)C)OC1=CC=C(C=C1)NC=1C=NN(C1CCOC1OCCCC1)C